C(C1=CC=CC=C1)[N+](CC)(CC)CC BenzylTriethylAmmonium